N-(2-chloro-6-fluorophenyl)-2,2-dimethylpropionamide ClC1=C(C(=CC=C1)F)NC(C(C)(C)C)=O